CNCCNC(C1=CC=C(C=C1)NC1=NC=C(C(=N1)N1OCCC1C1=CC=CC=C1)C(F)(F)F)=O N-(2-(methylamino)ethyl)-4-((4-(3-phenylisoxazolidin-2-yl)-5-(trifluoromethyl)pyrimidin-2-yl)amino)benzamide